Methyl-n-Propylbenzol CC1=C(C=CC=C1)CCC